C(CCCCCCCCCCCCCCCCC)(=O)O.C(CCCCCCCCC=C)(=O)[O-].[Zn+2].C(CCCCCCCCC=C)(=O)[O-] zinc undecylenate, stearic acid salt